tert-butyl 5-methoxy-4-[[3-(4-methoxycarbonylphenyl)-2-azaspiro[3.4]oct-2-yl] methyl]-7-methyl-indole-1-carboxylate COC=1C(=C2C=CN(C2=C(C1)C)C(=O)OC(C)(C)C)CN1CC2(C1C1=CC=C(C=C1)C(=O)OC)CCCC2